C1(CCCCC1)C1(OC=2C(=C(C=3CCN=CC3C2C)C=2OC=CC2)O1)C cyclohexyl-9-(furan-2-yl)-2,4-dimethyl-7,8-dihydro-[1,3]Dioxolano[4,5-g]Isoquinoline